(3,2-dihydropyridin-1-yl)pyrimidine-6-carbonitrile N1(CCCC=C1)C1=NC(=CC=N1)C#N